dimethyltin bis(ethylhexylmercaptoacetate) C(C)C(C(=O)[O-])SCCCCCC.C(C)C(C(=O)[O-])SCCCCCC.C[Sn+2]C